COC(C1=CC(=C2CCCNC2=N1)C)OC 7-(dimethoxymethyl)-5-methyl-1,2,3,4-tetrahydro-1,8-naphthyridine